BrC1=CC(=C(C=C1)COC1OCCCC1)Cl 2-[(4-bromo-2-chlorophenyl)methoxy]oxane